5-[[(3S)-1-[2-oxo-2-[(2S)-2-cyanopyrrolidin-1-yl]ethyl]pyrrolidin-3-yl]amino]quinoline-8-carbonitrile O=C(CN1C[C@H](CC1)NC1=C2C=CC=NC2=C(C=C1)C#N)N1[C@@H](CCC1)C#N